NC1=C(C(=NC(=C1F)C1=C(C(=C(C=C1)Cl)OC)F)C(=O)O)Cl 4-amino-3-chloro-6-(4-chloro-2-fluoro-3-methoxyphenyl)-5-fluoro-2-pyridinecarboxylic acid